(R)-isopropyl 2-amino-3-(3-(4-chloro-1-ethyl-1H-pyrazol-5-yl)-5-fluorobenzamido)propanoate N[C@@H](C(=O)OC(C)C)CNC(C1=CC(=CC(=C1)F)C1=C(C=NN1CC)Cl)=O